potassium but-3-en-1-yltrifluoroborate C(CC=C)[B-](F)(F)F.[K+]